7-methoxy-6-(3-morpholine-4-yl-propoxy)quinazoline COC1=C(C=C2C=NC=NC2=C1)OCCCN1CCOCC1